tert-butyl (S)-(1-(6-(2,6-difluorophenyl)pyridin-3-yl)ethyl)carbamate FC1=C(C(=CC=C1)F)C1=CC=C(C=N1)[C@H](C)NC(OC(C)(C)C)=O